CC1(NC(=NC(=C1)C)NC=1C(=C(C2=C(OCCO2)C1)C=1CC[C@@H](NCC1)C)C)N |o1:22| 4,6-dimethyl-N2-[6-methyl-5-[rel-(2S)-2-methyl-2,3,4,7-tetrahydro-1H-azepin-5-yl]-2,3-dihydro-1,4-benzodioxin-7-yl]pyrimidine-2,4-diamine